anti-bromodeoxyuridine Br[C@@]1(C[C@H](O)[C@@H](CO)O1)N1C(=O)NC(=O)C=C1